ClC1=CN=C(C2=CC=CC=C12)OC 4-Chloro-1-methoxyisoquinoline